C(C1=CC=CC=C1)OC(=O)N1CCC2(CC1)CNC1=CC=C(C=C12)F 5-Fluorospiro[indoline-3,4'-piperidine]-1'-carboxylic acid benzyl ester